Methyl 1-(((S)-oxetan-2-yl)methyl)-2-(((S)-pyrrolidin-3-yl)methyl)-1H-benzo[d]imidazole-6-carboxylate O1[C@@H](CC1)CN1C(=NC2=C1C=C(C=C2)C(=O)OC)C[C@H]2CNCC2